COC1=C(C(=O)N)C=C(C=N1)NC(C(=O)N1[C@H](CC[C@@H](C1)C)C=1C=CC2=C(N=C(S2)[C@H]2CN(CC2(C)C)C)C1)=O |&1:30| Racemic-2-methoxy-5-(2-((2R,5S)-5-methyl-2-(2-(1,4,4-trimethylpyrrolidin-3-yl)benzo[d]thiazol-5-yl)piperidin-1-yl)-2-oxoacetamido)nicotinamide